OCN1CCOCC1 (hydroxymethyl)-morpholin